tert-Butyl (3-((2-(tert-butylamino)-5-nitropyrimidin-4-yl)amino)propyl)carbamate C(C)(C)(C)NC1=NC=C(C(=N1)NCCCNC(OC(C)(C)C)=O)[N+](=O)[O-]